ClC=1C=2N(C=C(C1)C=1C=C3CCN(C(C3=CC1)=O)C1CCNCC1)C=C(N2)C 6-[8-chloro-2-methylimidazo[1,2-a]pyridin-6-yl]-2-(piperidin-4-yl)-3,4-dihydroisoquinolin-1-one